BrC=1C=C(C(=C(C1)F)OC)F 5-bromo-1,3-difluoro-2-methoxybenzene